ClC=1C=C(C=C(C1)F)C=1N(N=C2[C@H](N(CCC21)C(=O)C=2C=C1N=CC=NC1=CC2)C)C |r| racemic-[(3-(3-chloro-5-fluorophenyl)-2,7-dimethyl-2,4,5,7-tetrahydro-6H-pyrazolo[3,4-c]pyridin-6-yl)(quinoxalin-6-yl)methanone]